O=C[C@H](O)[C@@H](O)[C@H](O)[C@H](O)C(=O)O E-glucuronic acid